FC1=C(C=CC(=C1F)C(=O)O)B(O)O 2,3-difluoro-4-carboxyphenylboronic acid